ClC1=C(C#N)C=CC(=C1)N1CC2(C[C@@H]1C)CCN(CC2)C2=CC=C(C=C2)C(=O)N2CCC(CC2)CN2CCN(CC2)C2=CC(=CC=C2)N[C@H]2C(NC(CC2)=O)=O 2-Chloro-4-((S)-8-(4-(4-((4-(3-(((R)-2,6-dioxopiperidin-3-yl)amino)phenyl)piperazin-1-yl)methyl)piperidine-1-carbonyl)phenyl)-3-methyl-2,8-diazaspiro[4.5]decan-2-yl)benzonitrile